[C@@H]1([C@H](O)[C@H](O)[C@@H](CO)O1)C1=CNC(=S)NC1=O thiopseudouridine